Ethyl 2-(5-cyclopropyl-2-fluoro-8-oxothieno[2',3':4,5]pyrrolo[1,2-d][1,2,4]triazin-7(8H)-yl)acetate C1(CC1)C1=NN(C(C=2N1C1=C(C2)SC(=C1)F)=O)CC(=O)OCC